OC1=C(CO)C=C(C=C1)O 2,5-dihydroxybenzyl alcohol